antimony bismuth hydroxide, indium salt [In].[Bi](O)(O)O.[Sb]